3-(1-Methyl-piperidin-3-yl)-N-[4-methyl-3-(4-pyridin-3-yl-pyrimidin-2-ylamino)-phenyl]-5-trifluoromethyl-benzamide CN1CC(CCC1)C=1C=C(C(=O)NC2=CC(=C(C=C2)C)NC2=NC=CC(=N2)C=2C=NC=CC2)C=C(C1)C(F)(F)F